2-(Butyldimethylammonio)ethylmethacrylate C(CCC)[N+](CCOC(C(=C)C)=O)(C)C